ClC=1C(=CC2=C([C@@H]([C@](O2)(C2=CC=CC=C2)C2N(CC2)C(=O)OC(C)(C)C)C)C1B1OC(C(O1)(C)C)(C)C)F tert-butyl 2-((2S,3S)-5-chloro-6-fluoro-3-methyl-2-phenyl-4-(4,4,5,5-tetramethyl-1,3,2-dioxaborolan-2-yl)-2,3-dihydro benzofuran-2-yl)azetidine-1-carboxylate